2-allylthio-1-(2,6-dichlorophenyl)ethan-1-one C(C=C)SCC(=O)C1=C(C=CC=C1Cl)Cl